FC(OC1=C(C=CC=C1)C=1N=C2C(=CN(C=C2)CC=2SC3=C(N2)C=CC(=C3)C)N1)F 2-((2-(2-(difluoromethoxy)phenyl)-5H-imidazo[4,5-c]pyridin-5-yl)methyl)-6-methylbenzo[d]thiazole